N,N-dilaurylmorpholinium fluoride [F-].C(CCCCCCCCCCC)[N+]1(CCOCC1)CCCCCCCCCCCC